BrC1=C2N(N=C1C1=NC=C(C=C1)F)CC(C2)(C[2H])C[2H] 3-bromo-2-(5-fluoropyridin-2-yl)-5,5-bis(methyl-d)-5,6-dihydro-4H-pyrrolo[1,2-b]Pyrazole